6-Chloro-3-(difluoromethoxy)-4-methoxypyridazine ClC1=CC(=C(N=N1)OC(F)F)OC